trans-4-((4-(2-(tert-Butyl)thiazol-5-yl)pyridin-2-yl)(((trans)-4-(4-methoxy-3-methylphenyl)cyclohexyl)methyl)carbamoyl)cyclohexyl (tetrahydro-2H-pyran-4-yl)carbamate O1CCC(CC1)NC(O[C@@H]1CC[C@H](CC1)C(N(C[C@@H]1CC[C@H](CC1)C1=CC(=C(C=C1)OC)C)C1=NC=CC(=C1)C1=CN=C(S1)C(C)(C)C)=O)=O